3-Tert-Butyl-2-Hydroxy-6-Methyl-N-(4-Nitro-2-Trifluoromethyl-Phenyl)-Benzamide C(C)(C)(C)C=1C(=C(C(=O)NC2=C(C=C(C=C2)[N+](=O)[O-])C(F)(F)F)C(=CC1)C)O